N-((2-(6-methoxypyridin-3-yl)thiazol-5-yl)methyl)-11-oxo-10,11-dihydrodibenzo[b,f][1,4]oxazepine-8-carboxamide COC1=CC=C(C=N1)C=1SC(=CN1)CNC(=O)C1=CC2=C(OC3=C(C(N2)=O)C=CC=C3)C=C1